(±)-4-(1-(2,3-dimethylphenyl)ethyl)-1H-imidazole CC1=C(C=CC=C1C)[C@@H](C)C=1N=CNC1 |r|